pyrazin-6-yl-1,2-thiazolidine N1=CC=NC=C1N1SCCC1